ClC=1C(=NC(=NC1)N[C@@H]1CNC[C@@H](C1)C)C1=CNC2=CC=CC=C12 5-chloro-4-(1H-indol-3-yl)-N-[(3S,5R)-5-methyl-3-piperidyl]pyrimidin-2-amine